1-[4-[2-[1-[(4aR,8aS)-3-Oxo-4,4a,5,7,8,8a-hexahydropyrido[4,3-b][1,4]oxazine-6-carbonyl]azetidin-3-yl]ethynyl]phenyl]cyclopropane-1-carbonitrile O=C1N[C@H]2[C@@H](OC1)CCN(C2)C(=O)N2CC(C2)C#CC2=CC=C(C=C2)C2(CC2)C#N